1-(4-(6-chloro-3,4-dihydro-2,7-naphthyridin-2(1H)-yl)piperidin-1-yl)ethan-1-one ClC=1C=C2CCN(CC2=CN1)C1CCN(CC1)C(C)=O